CC1=C(C=CC=C1)OCCCCC methyl-pentoxybenzene